phosphate-melamine N1=C(N)N=C(N)N=C1N.P(=O)(O)(O)O